BrC=1C=CC=C2[C@H](CCOC12)CN(C(OC(C)(C)C)=O)C tert-butyl (S)-((8-bromochroman-4-yl)methyl)(methyl)carbamate